CC1=CC=C(C=C1)S(=O)(=O)OC1=CC=C(C=C1)S(=O)(=O)ON=C1C=CC(S1)=C(C#N)C1=C(C=CC=C1)C (5-(4-(4-methylphenylsulfonyloxy)phenylsulfonyloxyimino)-5H-thiophen-2-ylidene)-(2-methylphenyl)acetonitrile